N-(4-fluoro-3-methoxy-phenyl)-3-[6-[[methoxy(methyl)carbamoyl]amino]-3-pyridyl]-N-methyl-imidazo[1,2-a]pyridine-6-carboxamide FC1=C(C=C(C=C1)N(C(=O)C=1C=CC=2N(C1)C(=CN2)C=2C=NC(=CC2)NC(N(C)OC)=O)C)OC